C(CCCCCCCCCCC)C(OC(OCCCCN(CC)CC)=O)CCOC(CCCCC(CCCCCCCCC(=O)[O-])CCCCCCCCC(=O)[O-])=O.C(CCCCCCCCCCCCCCC)N1C=[N+](C=C1)CCCCCCCCCCCCCCCC.C(CCCCCCCCCCCCCCC)N1C=[N+](C=C1)CCCCCCCCCCCCCCCC 1,3-di(hexadecyl)imidazolium 2-(11-dodecyl-3-ethyl-9,15-dioxo-8,10,14-trioxa-3-azanonadecan-19-yl)propane-1,3-diyldioctanoate